S1C=CC2=C1C(OCC21COC1)CNC 1-(5'H,7'H-spiro[oxetane-3,4'-thieno[2,3-c]pyran]-7'-yl)-N-methylmethylamine